TITANIUM CARBIDE [C-]#[Ti+]